R-4-Methylene methanedisulfonate C1S(=O)(=O)OCOS1(=O)=O